9-{4-[5-cyclopropyl-3-(trifluoromethyl)-1H-pyrazol-1-yl]phenyl}-3,4-dihydropyrido[2,1-c][1,2,4]thiadiazine 2,2-dioxide C1(CC1)C1=CC(=NN1C1=CC=C(C=C1)C1=CC=CN2C1=NS(CC2)(=O)=O)C(F)(F)F